NC=1C(=C(C=C2C=C(N=CC12)NC1=NN2CC(N(CCC2=C1)C)=O)C=1C=NC=2C(CCNC2C1C)(F)F)F 2-((8-amino-6-(8,8-difluoro-4-methyl-5,6,7,8-tetrahydro-1,5-naphthyridin-3-yl)-7-fluoroisoquinolin-3-yl)amino)-6-methyl-5,6-dihydro-4H-pyrazolo[1,5-d][1,4]diazepin-7(8H)-one